COC1=C(CN2CCCC3=CC(=CC=C23)C=O)C=CC(=C1)OC 1-(2,4-Dimethoxybenzyl)-1,2,3,4-tetrahydroquinoline-6-carbaldehyde